FC1=CC(=C(C=C1C=1C=NC(=NC1)N1CCOCC1)NC(=O)C=1C=NN(C1)C)N1C[C@H](N(CC1)C)C |r| N-[4-fluoro-5-(2-morpholin-4-ylpyrimidin-5-yl)-2-[rac-(3R)-3,4-dimethylpiperazin-1-yl]phenyl]-1-methylpyrazole-4-carboxamide